perfluorohexylethyldimethylbutyl ether FC(C(C(C(F)(F)F)(C(F)(F)F)OC(C(C(C(F)(F)F)(F)F)(C(C(C(C(C(C(F)(F)F)(F)F)(F)F)(F)F)(F)F)(F)F)C(C(F)(F)F)(F)F)(C(F)(F)F)C(F)(F)F)(C(C(F)(F)F)(F)F)C(C(C(C(C(C(F)(F)F)(F)F)(F)F)(F)F)(F)F)(F)F)(C(F)(F)F)F